C(C)(C)(C)OC(=O)NC(C(CC(=O)OC)=O)C1=C(C=CC=C1)F methyl 4-((tert-butoxycarbonyl) amino)-4-(2-fluorophenyl)-3-oxobutyrate